3-(4-((2-chloroethyl)amino)-1-oxoisoindolin-2-yl)piperidine-2,6-dione ClCCNC1=C2CN(C(C2=CC=C1)=O)C1C(NC(CC1)=O)=O